ClC1=CC=C(CC2(CCC2)O)C=C1 1-(4-chlorobenzyl)cyclobutan-1-ol